4,4'-Azopyridine N(=NC1=CC=NC=C1)C1=CC=NC=C1